diethyl (2-fluoro-4-nitrophenylsulfonyl)methylphosphonate FC1=C(C=CC(=C1)[N+](=O)[O-])S(=O)(=O)CP(OCC)(OCC)=O